4-chloro-6-(morpholin-4-yl)-8-oxa-3,5,10-triazatricyclo[7.4.0.02,7]trideca-1(9),2(7),3,5,10,12-hexaene ClC1=NC=2C=3C=CC=NC3OC2C(=N1)N1CCOCC1